1-(3-hydroxycyclopentyl)-N-((5-phenyl-1,3,4-thiadiazol-2-yl)methyl)-1H-1,2,3-triazole-4-carboxamide OC1CC(CC1)N1N=NC(=C1)C(=O)NCC=1SC(=NN1)C1=CC=CC=C1